3-{2-[(3,5-dimethylphenyl)amino]pyrimidin-4-yl}-1-methyl-N-[(3R)-piperidin-3-yl]-1H-pyrazole-5-carboxamide hydrochloride Cl.CC=1C=C(C=C(C1)C)NC1=NC=CC(=N1)C1=NN(C(=C1)C(=O)N[C@H]1CNCCC1)C